COCCN(CC[C@@H](C(=O)O)NC1=NC(=NC=C1)OC)CCCCC1=NC=2NCCCC2C=C1 (S)-4-((2-methoxyethyl)(4-(5,6,7,8-tetrahydro-1,8-naphthyridin-2-yl)butyl)amino)-2-((2-methoxypyrimidin-4-yl)amino)butanoic acid